3-[4-amino-5-(1-benzylpyrazol-3-yl)-2-chloropyrrolo[2,3-d]pyrimidin-7-yl]-5-(aminomethyl)cyclopentane-1,2-diol NC=1C2=C(N=C(N1)Cl)N(C=C2C2=NN(C=C2)CC2=CC=CC=C2)C2C(C(C(C2)CN)O)O